3-(2,5-difluoro-4-methoxyphenyl)-N-(2-((2R,6S)-2,6-dimethylmorpholino)pyrimidin-4-yl)isoxazol-5-amine FC1=C(C=C(C(=C1)OC)F)C1=NOC(=C1)NC1=NC(=NC=C1)N1C[C@H](O[C@H](C1)C)C